METHYL-2-ISOCYANO-ISOBUTYRATE COC(C(C)(C)[N+]#[C-])=O